FC=1C=C2C=NC(=NC2=C(C1C1=CC(=CC2=CC=CC(=C12)C#C[Si](C(C)C)(C(C)C)C(C)C)OCOC)F)S(=O)(=O)C 6,8-difluoro-7-(3-(methoxymethoxy)-8-((triisopropylsilyl)ethynyl)naphthalen-1-yl)-2-(methylsulfonyl)quinazoline